C[C@@H]1CN(C[C@@H](O1)C)C(=O)C=1C2=C(N(N1)CC(=O)N1CCC(CC1)OC1=C(C(=CC(=C1)F)F)F)CCC2 2-{3-[(2R,6S)-2,6-Dimethylmorpholin-4-carbonyl]-5,6-dihydrocyclopenta[c]pyrazol-1(4H)-yl}-1-[4-(2,3,5-trifluorophenoxy)piperidin-1-yl]ethan-1-on